N-(4-Cyano-7-(4-isopropylphenyl)-2,3-dihydrobenzofuran-5-yl)-2-methyloxirane-2-carboxamide C(#N)C1=C(C=C(C2=C1CCO2)C2=CC=C(C=C2)C(C)C)NC(=O)C2(OC2)C